4H,5H,6H,7H,8H,9H-cycloocta[b]thiophen-2-ylcarboxamide S1C2=C(C=C1C(=O)N)CCCCCC2